CN1N=C(C(=C1)NC=1N=CC2=C(N1)N(C(=C2)C#N)[C@H]2COC[C@@H]2C)O[C@H]2COC[C@@H]2C 2-[[1-methyl-3-[(3r,4s)-4-methyltetrahydrofuran-3-yl]oxy-1H-pyrazol-4-yl]amino]-7-[(3r,4r)-4-methyltetrahydrofuran-3-yl]pyrrolo[2,3-d]pyrimidine-6-carbonitrile